6-(2-{5-[(1R,4R,7R)-7-amino-2-azabicyclo[2.2.1]heptane-2-carbonyl]-7-methoxy-1-methyl-1H-1,3-benzodiazol-2-yl}-1-(cyclopropylmethyl)-1H-indol-6-yl)-1,2,3,4-tetrahydroquinolin-2-one N[C@H]1[C@@H]2N(C[C@H]1CC2)C(=O)C2=CC1=C(N(C(=N1)C=1N(C3=CC(=CC=C3C1)C=1C=C3CCC(NC3=CC1)=O)CC1CC1)C)C(=C2)OC